C(C)[C@@H]1N(C[C@H](NC1)CC)C=1C=2C(N(C(C1)=O)C)=CNN2 7-((2S,5R)-2,5-diethylpiperazin-1-yl)-4-methyl-2,4-dihydro-5H-pyrazolo[4,3-b]pyridin-5-one